CS(=O)(=O)C1=CC=C(C=C1)NC(CO)CO (1R,2R)- and (1S,2S)-p-methanesulfonylphenylserinol